N-[2-[[(2S)-2,6-diaminohexanoyl]amino]-1,1-dimethyl-ethyl]-4-[[3-(2,3-difluoro-4-methoxy-phenyl)imidazo[1,2-a]pyrazin-8-yl]amino]-2-ethyl-benzamide N[C@H](C(=O)NCC(C)(C)NC(C1=C(C=C(C=C1)NC=1C=2N(C=CN1)C(=CN2)C2=C(C(=C(C=C2)OC)F)F)CC)=O)CCCCN